triethylsilicon methacrylate C(C(=C)C)(=O)[O-].C(C)[Si+](CC)CC